tert-butyl 6-((N-(4-methoxybenzyl)sulfamoyl)methyl)-2-azaspiro[3.3]heptane-2-carboxylate COC1=CC=C(CNS(=O)(=O)CC2CC3(CN(C3)C(=O)OC(C)(C)C)C2)C=C1